C(C)OC(=O)C1=NN2C=3C=CN=C([C@H](CCCC(C(NC2=C1)=O)C)NC(=O)OC(C)(C)C)C3 (13S)-13-{[(tert-butoxy)carbonyl]Amino}-9-methyl-8-oxo-2,3,7,15-tetraazatricyclo[12.3.1.02,6]Octadecan-1(18),3,5,14,16-pentaene-4-carboxylic acid ethyl ester